N-(2-((S)-2-(4-amino-3-chlorobenzamido)-3,3-dimethylbutanamido)-2-phenylacetamido)-N-((E)-4-(benzylamino)-4-oxobut-2-enoyl)glycine NC1=C(C=C(C(=O)N[C@H](C(=O)NC(C(=O)NN(CC(=O)O)C(\C=C\C(=O)NCC2=CC=CC=C2)=O)C2=CC=CC=C2)C(C)(C)C)C=C1)Cl